OC1=C(C=CC(=C1)O)C=1OC2=CC(=CC(=C2C(C1O)=O)O)O (2,4-dihydroxyphenyl)-3,5,7-trihydroxy-4H-chromen-4-one